BrC1=CC=C2C(=C(C(N(C2=C1)C)=O)C#N)O 7-bromo-4-hydroxy-1-methyl-2-oxo-quinoline-3-carbonitrile